FC1(CN(CC1NC(=O)C1=C(OC2=C1C=C(C=C2)OCC2=C(C=CC=C2)C(F)(F)F)C)C(=O)OC(C)(C)C)F tert-butyl 3,3-difluoro-4-(2-methyl-5-((2-(trifluoromethyl)benzyl)oxy)benzofuran-3-carboxamido)pyrrolidine-1-carboxylate